(R)-2-Amino-6-(2-cyanoethyl)-N-cyclopropyl-6-(cyclopropylmethyl)-7-oxo-4,5,6,7-tetrahydrobenzo[b]thiophene-3-carboxamide NC1=C(C2=C(S1)C([C@@](CC2)(CC2CC2)CCC#N)=O)C(=O)NC2CC2